N(=[N+]=[N-])[C@H]([C@@H]1[C@@]2(C[C@H]3C[C@](C[C@@H]1C3)(C2)OCCOC)O)C2=CC=CC=C2 (1s,2R,3s,5s,7s)-2-((R)-azido(phenyl)methyl)-5-(2-methoxyethoxy)adamantan-1-ol